5-(tert-butyl)-N-(2-methyl-4-(pyrazolo[1,5-a]pyrimidin-7-yl)benzyl)-1,2,4-oxadiazole-3-carboxamide C(C)(C)(C)C1=NC(=NO1)C(=O)NCC1=C(C=C(C=C1)C1=CC=NC=2N1N=CC2)C